FC(C1=NN2C(N=C(C=C2NC[C@H](C2=CC=C(C=C2)F)N2CC3(CN(C3)C(=O)N)C2)C(F)(F)F)=C1)(F)F (S)-6-(2-((2,5-bis(trifluoromethyl)pyrazolo[1,5-a]pyrimidin-7-yl)amino)-1-(4-fluorophenyl)ethyl)-2,6-diazaspiro[3.3]heptane-2-carboxamide